methyl 9-(4-(azetidin-3-ylmethyl)phenyl)-8-(2,4-dichlorophenyl)-6,7-dihydro-5H-benzo[7]annulene-3-carboxylate N1CC(C1)CC1=CC=C(C=C1)C1=C(CCCC2=C1C=CC(=C2)C(=O)OC)C2=C(C=C(C=C2)Cl)Cl